NC1=NC2=CC=C(C=C2C=N1)C=1C(=C(C=CC1F)NS(=O)(=O)C1=CC(=CC(=C1)C(F)(F)F)F)F N-(3-(2-aminoquinazolin-6-yl)-2,4-difluorophenyl)-3-fluoro-5-(trifluoromethyl)benzenesulfonamide